(cis)-4-(4-chloro-2-oxo-2,3-dihydro-1H-1,3-benzodiazol-1-yl)-N-(4-chlorophenyl)cyclohexane-1-carboxamide ClC1=CC=CC=2N(C(NC21)=O)[C@H]2CC[C@H](CC2)C(=O)NC2=CC=C(C=C2)Cl